N,N-dihydroxyl-methyl-acrylamide ON(C(C(=C)C)=O)O